N-(4-(1-(4-fluoro-2-methylphenyl)-4-oxo-7-(trifluoromethyl)-1,4-dihydroquinazolin-3(2H)-yl)phenyl)acetamide FC1=CC(=C(C=C1)N1CN(C(C2=CC=C(C=C12)C(F)(F)F)=O)C1=CC=C(C=C1)NC(C)=O)C